CC1([C@H]2CN([C@@H]([C@@H]12)C(=O)OC)C([C@@H](NS(=O)(=O)C(F)(F)F)C(C)(C)C)=O)C methyl (1R,2S,5S)-6,6-dimethyl-3-{3-methyl-N-[(trifluoromethyl)sulfonyl]-L-valyl}-3-azabicyclo[3.1.0]hexane-2-carboxylate